C1=CC(=CC=C1SC2=CC=C(C=C2)Cl)Cl 4,4'-dichlorodiphenyl sulfide